O1C(=NC2=C1C=CC=C2)N[C@H](C(=O)O)CCN(CCCCC2=NC=1NCCCC1C=C2)CCOC2=NC=CC=C2 (S)-2-(benzo[d]oxazol-2-ylamino)-4-((2-(pyridin-2-yloxy)-ethyl)(4-(5,6,7,8-tetrahydro-1,8-naphthyridin-2-yl)butyl)amino)butanoic acid